[(2R)-4-(1-[5-(difluoromethyl)(1,3,4-thiadiazol-2-yl)]-6-{[(cyanocyclopropyl)amino]sulfonyl}(1H-indazol-4-yl))-2-methylpiperazinyl]-N,N-dimethylcarboxamide FC(C1=NN=C(S1)N1N=CC2=C(C=C(C=C12)S(=O)(=O)NC1(CC1)C#N)N1C[C@H](N(CC1)C(=O)N(C)C)C)F